(E)-pent-2-enedioate C(\C=C\CC(=O)[O-])(=O)[O-]